(2-methoxy-3-nitrophenyl)methanol COC1=C(C=CC=C1[N+](=O)[O-])CO